P(=O)(O)(O)O.O1SC(C=C1)N1C(N=CC=C1)=O 3-oxathiolylpyrimidinone phosphate